C1(=CC=C(C=C1)O[C@H](CC=1C(=C(C=CC1)C1=C(C=C(C=C1C)C)C)OCC1=CC=CC=C1)[C@@H](CC=1C(=C(C=CC1)C1=C(C=C(C=C1C)C)C)OCC1=CC=CC=C1)OC1=CC=C(C=C1)C)C 3',3'''-((2R,3R)-2,3-bis(p-tolyloxy)butane-1,4-diyl)bis(2'-(benzyloxy)-2,4,6-Trimethyl-1,1'-biphenyl)